NC1=C(C=C(C=N1)C1=CC=C(C=C1)C1CCN(CC1)C(=O)OC(C)(C)C)C=1C=C2CCNC(C2=CC1)=O tert-butyl 4-(4-(6-amino-5-(1-oxo-1,2,3,4-tetrahydroisoquinolin-6-yl) pyridin-3-yl)phenyl)piperidine-1-carboxylate